C(C)(C)(C)OC(=O)N1C(N([C@@H](C1)C(N(C)C1=C(C(=C(C=C1)F)Cl)F)=O)C1=CC(=C2C(=N1)SC(=C2)C(=O)OC)C(F)(F)F)=O methyl 6-{(5S)-3-[(tert-butyl)oxycarbonyl]-5-[N-(3-chloro-2,4-difluorophenyl)-N-methylcarbamoyl]-2-oxoimidazolidinyl}-4-(trifluoromethyl)thieno[2,3-b]pyridine-2-carboxylate